(tert-butyl 7-(1-ethyl-5-methyl-1H-pyrazol-4-yl)-8-fluoro-4-iodo-isoquinolin-1-yl)carbamate C(C)(C)(C)C=1N=C(C2=C(C(=CC=C2C1I)C=1C=NN(C1C)CC)F)NC([O-])=O